4-chloro-N-((1S,2R)-2-(6-fluoro-2-methyl-3-(1H-pyrazol-4-yl)phenyl)-1-(5-oxo-4,5-dihydro-1,3,4-oxadiazol-2-yl)propyl)-2-methoxybenzenesulfonamide ClC1=CC(=C(C=C1)S(=O)(=O)N[C@@H]([C@H](C)C1=C(C(=CC=C1F)C=1C=NNC1)C)C=1OC(NN1)=O)OC